1-(4-methoxyphenyl)-1-phenylprop-2-yn-1-ol COC1=CC=C(C=C1)C(C#C)(O)C1=CC=CC=C1